COC1=C(C(=CC=C1)OC)N1C(=NC=2C1=NC=C(N2)N)C2=NC(=CC=C2)OCC 1-(2,6-dimethoxyphenyl)-2-(6-ethoxypyridin-2-yl)-1H-imidazo[4,5-b]pyrazin-5-amine